C(CCCCCCCCCCC)(=O)C(C(=O)O)(C)NC Lauroyl-methylaminopropionic acid